COC1=CC=C(C=C1)CC(CCC)=C 1-(4-methoxyphenyl)-2-methylenepentane